C(C(C)C)N1CCN(CC1)CC1=CC=C(C=C1)C1=CC2=C(C(=N1)C)C=C(N2C)C2=CC=C(C=C2)S(=O)(=O)C 6-(4-((4-isobutylpiperazin-1-yl)methyl)phenyl)-1,4-dimethyl-2-(4-(methylsulfonyl)phenyl)-1H-pyrrolo[3,2-c]pyridine